CN(S(=O)(=O)C1=CC=C(C=2C1=NON2)N(C(COCCOCCN2C(C1=CC=CC=C1C(C2=O)F)=O)=O)C2=CC=C(C=C2C2=CC=C(C=C2)C)C(=O)OC)C methyl 6-(N-(7-(N,N-dimethylsulfamoyl)benzo[c][1,2,5]oxadiazole-4-yl)-2-(2-(2-(4-fluoro-1,3-dioxoisoquinolin-2-yl)ethoxy)ethoxy)acetamido)-4'-methyl-[1,1'-Biphenyl]-3-carboxylate